OC[C@H]1[C@@H](C1)NC(=O)C=1C=C(C(N(C1)CC1=CC(=CC=C1)OC)=O)C(=O)NC N5-((trans)-2-(hydroxymethyl)cyclopropyl)-1-(3-methoxybenzyl)-N3-Methyl-2-oxo-1,2-dihydropyridine-3,5-dicarboxamide